C1(CC1)[C@H](C)N1C(C2=C(C=C(C=C2C1)C1=CNC=2N=C(N=C(C21)OC)NC(C)=O)OC)=O (S)-N-(5-(2-(1-cyclopropylethyl)-7-methoxy-1-oxoisoindolin-5-yl)-4-methoxy-7H-pyrrolo[2,3-d]pyrimidin-2-yl)acetamide